7-(2-Amino-[1,2,4]triazolo[1,5-a]pyridin-7-yl)-4-(2-fluoro-5-(trifluoromethoxy)benzyl)-1-methyl-3,4-dihydro-1H-pyrido[2,3-e][1,4]diazepin-5(2H)-one NC1=NN2C(C=C(C=C2)C2=CC3=C(N(CCN(C3=O)CC3=C(C=CC(=C3)OC(F)(F)F)F)C)N=C2)=N1